C(#N)C1=NC(=C2N=CN(C2=N1)[C@H]1[C@@H]([C@@H]([C@H](O1)COCP(O)(O)=O)O)O)NC(C)C [(2R,3S,4R,5R)-5-[2-cyano-6-(isopropyl-amino)purin-9-yl]-3,4-dihydroxy-tetrahydrofuran-2-yl]methoxymethyl-phosphonic acid